(triethoxysilylpropyl)-(dimethylethoxysilyloctyl)amine C(C)O[Si](OCC)(OCC)CCCNCCCCCCCC[Si](OCC)(C)C